N-(p-methoxyphenyl)hydroxylamine COC1=CC=C(C=C1)NO